C1(CCCC1)C1(NC(=NC=C1[N+](=O)[O-])NC1=C(C=C(C=C1)N1CCN(CC1)C)OC)N 4-cyclopentyl-N2-(2-methoxy-4-(4-methylpiperazin-1-yl)phenyl)-5-nitropyrimidine-2,4-diamine